tert-butyl (3-(3-(2,6-dioxopiperidin-3-yl)benzofuran-5-yl)prop-2-yn-1-yl-1,1-d2)carbamate O=C1NC(CCC1C1=COC2=C1C=C(C=C2)C#CC([2H])([2H])NC(OC(C)(C)C)=O)=O